ClC1=C(C=CC=C1)C=1OC2=C(C(C1)=O)C(=CC(=C2[C@@H]2[C@@H](CN(CC2)C)O)OC(N(C(C)[C@H]2NCCCC2)C)=O)O Methyl-{1-[(2S)-piperidin-2-yl]ethyl}carbamic acid 2-(2-chlorophenyl)-5-hydroxy-8-[(3S,4R)-3-hydroxy-1-methylpiperidin-4-yl]-4-oxo-4H-1-benzopyran-7-yl ester